3-(3,5-di-tert-butyl-4-hydroxy-phenyl)-2-pyridin-4-yl-acrylonitrile C(C)(C)(C)C=1C=C(C=C(C1O)C(C)(C)C)C=C(C#N)C1=CC=NC=C1